methyl 5-oxo-5,6-dihydroimidazo[1,2-c]quinazoline-8-carboxylate O=C1NC=2C=C(C=CC2C=2N1C=CN2)C(=O)OC